C(=O)C1=C(C#N)C=CC=N1 2-FORMYLNICOTINONITRILE